NC1=C(C=CC=C1C)CO (2-amino-3-methylphenyl)methanol